(4-amino-2-(pent-2-yloxy)imidazo[2,1-f][1,2,4]triazin-7-yl)(piperidin-4-yl)methanol NC1=NC(=NN2C1=NC=C2C(O)C2CCNCC2)OC(C)CCC